Chlorodi(2,6-dimethylphenyl)phosphine ClP(C1=C(C=CC=C1C)C)C1=C(C=CC=C1C)C